C1N(CC2=CC=CC=C12)CC1=CC(C(=CO1)OCC1CCN(CC1)C(=O)NC(C)C)=O 4-(((6-(isoindolin-2-ylmethyl)-4-oxo-4H-pyran-3-yl)oxy)methyl)-N-isopropyl-piperidine-1-carboxamide